BrC1=CC(=C2C(C(N(C2=C1)C1CC(C1)(C#N)N1CCCCC1)=O)(C)C)C(F)F (1s,3s)-3-(6-bromo-4-(difluoromethyl)-3,3-dimethyl-2-oxoindolin-1-yl)-1-(piperidin-1-yl)cyclobutane-1-carbonitrile